di-sec-butoxytitanium bis(ethylacetoacetate) C(C)CC(CC(=O)[O-])=O.C(C)CC(CC(=O)[O-])=O.C(C)(CC)O[Ti+2]OC(C)CC